CC(C)(C(CC)O)O 2-methyl-2,3-pentanediol